4-(3-(Difluoromethoxy)phenyl)-5-methyl-N-(3-(2-(4-methylpiperazin-1-yl)propyl)-1,2,4-thiadiazol-5-yl)furan-2-carboxamide FC(OC=1C=C(C=CC1)C=1C=C(OC1C)C(=O)NC1=NC(=NS1)CC(C)N1CCN(CC1)C)F